(±)-4-(4-(6-((2,6-dioxopiperidin-3-yl)aminocarbonyl)pyridin-3-yl)piperazin-1-yl)piperidine O=C1NC(CC[C@H]1NC(=O)C1=CC=C(C=N1)N1CCN(CC1)C1CCNCC1)=O |r|